C1(=CC=CC=C1)C1=CC(=CC(=C1)N1C2=CC=CC=C2C=2C=CC(=CC12)Cl)C1=CC=CC=C1 9-([1,1':3',1''-terphenyl]-5'-yl)-2-chloro-9H-carbazole